6-(chloromethyl)-4'-chloro-2'-fluoro-3,3-dimethyl-2,3,4,5-tetrahydro-1,1'-biphenyl ClCC=1CCC(CC1C1=C(C=C(C=C1)Cl)F)(C)C